N-methyl-N-isobutyl-fumaric acid amide CN(C(\C=C\C(=O)O)=O)CC(C)C